Cl.ClCCCCCCOCCOCCN 2-(2-((6-chlorohexyl)oxy)ethoxy)ethane-1-amine hydrochloride